5-fluoro-2,6-dihydroxypyridine-4-carboxylic acid FC=1C(=CC(=NC1O)O)C(=O)O